FC1=C(N)C=CC(=C1C1=CC2=C(N=C(N=C2)SC)N2C1=NCC2)C 2-fluoro-4-methyl-3-(2-(methylthio)-8,9-dihydroimidazo[1',2':1,6]pyrido[2,3-d]pyrimidin-6-yl)aniline